CO[C@@H]1CN2C(OC1)=C(C=N2)[S@](=O)(N)=NC(NC2=C1C(=NC(=C2C)C(F)(F)F)CCC1)=O |o1:11| (S) or (R)-(6R)-6-methoxy-N'-((3-methyl-2-(trifluoromethyl)-6,7-dihydro-5H-cyclopenta[b]pyridin-4-yl)carbamoyl)-6,7-dihydro-5H-pyrazolo[5,1-b][1,3]oxazine-3-sulfonimidamide